N-((R)-3-hydroxy-3-methylbut-2-yl)-4-((S)-2-methylpyrrolidine-1-carbonyl)thiazole-2-carboxamide OC([C@@H](C)NC(=O)C=1SC=C(N1)C(=O)N1[C@H](CCC1)C)(C)C